FC(N1C(=NC2=C1C=CC=C2)C2CCN(CC2)C(=O)C2=CC=C1C(=NN(C1=C2)C2CCOCC2)C2=CC(=CC=C2)F)F (4-(1-(difluoromethyl)-1H-benzo[d]imidazol-2-yl)piperidin-1-yl)(3-(3-fluorophenyl)-1-(tetrahydro-2H-pyran-4-yl)-1H-indazol-6-yl)methanone